3,5-bis(2,4,6-trimethylphenyl)phenyl-1,10-phenanthroline CC1=C(C(=CC(=C1)C)C)C=1C=C(C=C(C1)C1=C(C=C(C=C1C)C)C)C1=NC2=C3N=CC=CC3=CC=C2C=C1